3-(7-(4-(((1R,4R)-2,5-diazabicyclo[2.2.1]hept-2-yl)methyl)piperidin-1-yl)-1-methyl-1H-indazol-3-yl)piperidine-2,6-dione [C@H]12N(C[C@H](NC1)C2)CC2CCN(CC2)C=2C=CC=C1C(=NN(C21)C)C2C(NC(CC2)=O)=O